ClC=1C(=CC=2C3=C(C=NC2C1COS(=O)(=O)C)CN([C@H]3C)C(=O)OC(C)(C)C)OC tert-butyl (1S)-7-chloro-8-methoxy-1-methyl-6-(methylsulfonyloxymethyl)-1,3-dihydropyrrolo[3,4-c]quinoline-2-carboxylate